(Z)-4-((4-((6-chloro-1H-indol-3-yl)methylene)-2,5-dioxoimidazol-1-yl)methyl)benzonitrile ClC1=CC=C2C(=CNC2=C1)\C=C\1/NC(N(C1=O)CC1=CC=C(C#N)C=C1)=O